3,3-Difluorocyclobutyl 3-(5-(4-(difluoromethyl)-6-oxo-1,6-dihydropyridine-3-carboxamido)-2-fluoro-4-((3S,5R)-3,4,5-trimethylpiperazin-1-yl)phenyl)-2,5-dihydro-1H-pyrrole-1-carboxylate FC(C=1C(=CNC(C1)=O)C(=O)NC=1C(=CC(=C(C1)C=1CN(CC1)C(=O)OC1CC(C1)(F)F)F)N1C[C@@H](N([C@@H](C1)C)C)C)F